2-([1,1'-biphenyl]-4-yl)-4-chloro-6-(7-phenylnaphthalen-2-yl)-1,3,5-triazine C1(=CC=C(C=C1)C1=NC(=NC(=N1)Cl)C1=CC2=CC(=CC=C2C=C1)C1=CC=CC=C1)C1=CC=CC=C1